6-(trifluoromethyl)-1H-pyrimidine-2,4-dione FC(C1=CC(NC(N1)=O)=O)(F)F